O=C1NC(CCC1N1C(C2=CC=CC(=C2C1=O)NCCCCC(=O)O)=O)=O 5-[[2-(2,6-dioxo-3-piperidyl)-1,3-dioxo-isoindolin-4-yl]amino]pentanoic acid